C1(=CC=CC=C1)C1=NC(=NC(=N1)C1=CC=CC=C1)C=1C=C(C=CC1)N1C2=CC=CC=C2C=2C=CC(=CC12)C=1C=CC=2N(C3=CC=CC=C3C2C1)C1=CC=CC=C1 9-[3-(4,6-diphenyl-1,3,5-triazin-2-yl)phenyl]-9'-phenyl-2,3'-bi-9H-carbazol